2-chloro-6-(1-(2,2-difluoro-1-(4-fluorophenyl)propyl)-1H-pyrazol-4-yl)pyrazine ClC1=NC(=CN=C1)C=1C=NN(C1)C(C(C)(F)F)C1=CC=C(C=C1)F